ClC1=C(C(=CC=C1)Cl)C1=CC2=C(N=C(N=C2)NC=2N=NC(=CC2)OCCN2CCNCC2)N(C1=O)C 6-(2,6-dichlorophenyl)-8-methyl-2-[[6-(2-piperazin-1-ylethoxy)pyridazin-3-yl]amino]pyrido[2,3-d]pyrimidin-7-one